7-ethoxycoumarin C(C)OC1=CC=C2C=CC(OC2=C1)=O